5-bromo-2-chloro-4-isopropoxypyrimidine BrC=1C(=NC(=NC1)Cl)OC(C)C